5-(2-(2-(dimethylamino)propan-2-yl)(N-morpholinyl))pyridin-2-amine CN(C(C)(C)C1CN(CCO1)C=1C=CC(=NC1)N)C